N1(N=CN=C1)C[C@H](C(=O)OC(C)C)OC(N[C@@H](C)C=1C=NC(=CC1)C(F)(F)F)=O (R)-isopropyl 3-(1H-1,2,4-triazol-1-yl)-2-((((S)-1-(6-(trifluoromethyl)pyridin-3-yl)ethyl)carbamoyl)oxy)propanoate